C(C)(=O)OC1=CC=C(C=C1)C=C 4-Vinylphenyl acetate